COC1CC(C1)CNC1C(CCCC1)OC=1C=C2CN(C(C2=CC1)=O)C1C(NC(CC1)=O)=O 3-(5-((2-(((3-methoxycyclobutyl)methyl)amino)cyclohexyl)oxy)-1-oxoisoindolin-2-yl)piperidine-2,6-dione